1'-(6-((2-amino-3-chloropyridin-4-yl)thio)pyrido[2,3-b]pyrazin-2-yl)-3H-spiro[benzofuran-2,4'-piperidin]-3-amine NC1=NC=CC(=C1Cl)SC=1C=CC=2C(=NC=C(N2)N2CCC3(CC2)OC2=C(C3N)C=CC=C2)N1